ClC1=C(C=2N(C3=CC=CC=C13)C=CN2)C(=O)Cl 5-chloroimidazo[1,2-a]quinoline-4-carbonyl chloride